6-{6-Cyclopropyl-4-[4-fluoro-2-(4-methyl-4H-1,2,4-triazol-3-yl)phenyl]-2-pyridyl}-2-[hydroxy(3-pyridyl)methyl]-7-oxo-1,6-dihydro-1,6-diaza-4-indenecarbonitrile C1(CC1)C1=CC(=CC(=N1)N1C=C(C=2C=C(NC2C1=O)C(C=1C=NC=CC1)O)C#N)C1=C(C=C(C=C1)F)C1=NN=CN1C